tert-butyl-3-(dimethylphosphoryl)-6,7-dihydropyrazolo[1,5-a]pyrazine C(C)(C)(C)C1=NN2C(C=NCC2)=C1P(=O)(C)C